2-furyl-oxirane O1C(=CC=C1)C1OC1